2-(2-acetylphenyl)-5-(6-(4-cyclopropyl-4H-1,2,4-triazol-3-yl)pyridin-2-yl)-4,5-dihydro-6H-thieno[2,3-c]pyrrol-6-one C(C)(=O)C1=C(C=CC=C1)C1=CC2=C(C(N(C2)C2=NC(=CC=C2)C2=NN=CN2C2CC2)=O)S1